NC1=NC=CC=C1C1=NC=2C(=NC(=CC2)C2=CC=CC=C2)N1C1=CC=C(CN2C[C@@H](CCC2)NC(C2=CC(=C(C=C2)O)C=O)=O)C=C1 (R)-N-(1-(4-(2-(2-Aminopyridin-3-yl)-5-phenyl-3H-imidazo[4,5-b]pyridin-3-yl)benzyl)piperidin-3-yl)-3-formyl-4-hydroxybenzamide